N-[(4-hydroxy-3-methoxyphenyl)methyl]-6-nonenamide OC1=C(C=C(C=C1)CNC(CCCCC=CCC)=O)OC